1-(4-(bromomethyl)phenoxy)-2,4-dinitrobenzene BrCC1=CC=C(OC2=C(C=C(C=C2)[N+](=O)[O-])[N+](=O)[O-])C=C1